4-[[3-[4-(cyanomethoxy)-2,3-difluoro-phenyl]imidazo[1,2-a]pyrazin-8-yl]amino]-N-[2-[[(2S)-2,4-diaminobutanoyl]amino]ethyl]-2-ethyl-benzamide formate C(=O)O.C(#N)COC1=C(C(=C(C=C1)C1=CN=C2N1C=CN=C2NC2=CC(=C(C(=O)NCCNC([C@H](CCN)N)=O)C=C2)CC)F)F